BrC(CC(CC(CC(CC(CCCC(OCCCCCCC)OC(CCCC(CC(CC(CC(CC(C)Br)C)C)C)C)OCCCCCCC)C)C)C)C)C 12-bromo-4,6,8,10-tetramethyltridecylheptoxymethyl ether